C1(=CC=CC=C1)C1=NC2=C3N=C(C=CC3=CC=C2C=C1)C1=CC(=CC=C1)C=1C=CC2=CC=C3C=CC(=NC3=C2N1)C1=CC=CC=C1 2-phenyl-9-(3-(2-phenyl-1,10-phenanthrolin-9-yl)phenyl)-1,10-phenanthroline